4-((4-Fluorophenyl)sulfonyl)-3-methyl-5-phenyl-1-tosyl-1H-pyrazole FC1=CC=C(C=C1)S(=O)(=O)C=1C(=NN(C1C1=CC=CC=C1)S(=O)(=O)C1=CC=C(C)C=C1)C